1-nonanoylcyclopropane-1-carboxylic acid ethyl ester C(C)OC(=O)C1(CC1)C(CCCCCCCC)=O